2-(3-methylbutanoyl)-5-{[2-(3-methylbutanoyl)-1,3-dioxo-2,3-dihydro-1H-inden-5-yl]sulfonyl}-2,3-dihydro-1H-indene-1,3-dione CC(CC(=O)C1C(C2=CC=C(C=C2C1=O)S(=O)(=O)C=1C=C2C(C(C(C2=CC1)=O)C(CC(C)C)=O)=O)=O)C